1-(2-hydroxy-4-morpholinylphenyl)-3-methylbut-2-en-1-one OC1=C(C=CC(=C1)N1CCOCC1)C(C=C(C)C)=O